N1N=CC(=C1)C=1N=C2N(C(C1)=O)C=CC=C2 2-(1H-pyrazol-4-yl)-4H-pyrido[1,2-a]pyrimidin-4-one